C(=O)O.FC1=CC=2N(C=C1)C(=CN2)C2=C1CNC(C1=C(C=C2)NC2=NC(=C(C=C2)C2CCOCC2)CNC(C)C)=O 4-(7-fluoro-imidazo[1,2-a]pyridin-3-yl)-7-[[6-[(isopropyl-amino)methyl]-5-tetrahydropyran-4-yl-2-pyridyl]amino]isoindolin-1-one Formic acid salt